(3E)-3-[2-(dimethylamino)ethylidene]-1-[4-({3-methyl-4-[(1-methyl-1,2,3-benzotriazol-5-yl)oxy]phenyl}amino)pyrido[3,4-d]pyrimidin-6-yl]pyrrolidin-2-one CN(C\C=C/1\C(N(CC1)C1=CC2=C(N=CN=C2NC2=CC(=C(C=C2)OC2=CC3=C(N(N=N3)C)C=C2)C)C=N1)=O)C